5-(2-methylimidazo[1,2-a]pyrazin-6-yl)-2-{3-[(3S)-3-(propan-2-yl)piperazin-1-yl]-1,2,4-triazin-6-yl}phenol dihydrochloride Cl.Cl.CC=1N=C2N(C=C(N=C2)C=2C=CC(=C(C2)O)C2=CN=C(N=N2)N2C[C@@H](NCC2)C(C)C)C1